BrC=1C=NC=C(C1C=N[S@@](=O)C(C)(C)C)F (S)-N-((3-bromo-5-fluoropyridin-4-yl)methylene)-2-methylpropan-2-sulfinamide